COC(C1=C(N=C(C=C1)NC(=O)OC(C)(C)C)CN(C)C)=O 6-((tert-Butoxycarbonyl)amino)-2-((dimethylamino)methyl)nicotinic acid methyl ester